C(CCC)O[Zr] monobutyl-oxyzirconium